C(CCCC(=O)OCCCCCCCCC(C)C)(=O)OCCCCCCCCC(C)C di(isoundecyl) glutarate